NC1=C(C=CC=2C3=CC=CC=C3CC12)S(=O)(=O)[O-].[Na+] sodium 1-aminofluorenyl-sulfonate